4-methyl-2-methoxyphenol CC1=CC(=C(C=C1)O)OC